2-chloro-4-(((5-phenyl-2-(pyridin-2-yl)thieno[2,3-d]pyrimidin-4-yl)amino)methyl)benzenesulfonamide ClC1=C(C=CC(=C1)CNC=1C2=C(N=C(N1)C1=NC=CC=C1)SC=C2C2=CC=CC=C2)S(=O)(=O)N